3-{3-[(4-{[tert-butyl(dimethyl)silyl]oxy}phenyl)amino]-5-cyano-1-methyl-1H-pyrrol-2-yl}propoxy-3-methyl-3,4-dihydroisoquinoline-2(1H)-carboxylate [Si](C)(C)(C(C)(C)C)OC1=CC=C(C=C1)NC1=C(N(C(=C1)C#N)C)CCCOC1N(C(CC2=CC=CC=C12)C)C(=O)[O-]